ClC=1C=NN(C1C(=O)NC1=NC=C(C=C1C)C#CC1=CC=C(C=C1)F)CC1(CCN(CC1)C(=O)C1C(C1)C)F 4-chloro-1-((4-fluoro-1-(2-methylcyclopropane-1-carbonyl)piperidin-4-yl)methyl)-N-(5-((4-fluorophenyl)ethynyl)-3-methylpyridin-2-yl)-1H-pyrazole-5-carboxamide